OC1=CC=C(C=C1)C(C(=O)N)CCCCCC(=O)N (4-hydroxyphenyl)octanediamide